CN(C1C[C@H]2CC[C@@H](C1)N2C(=O)OC(C)(C)C)C2=CC=C1C(=N2)COC=2C=C(C=CC21)N2N=CC=C2 tert-butyl (1R,3S,5S)-3-[methyl[8-(pyrazol-1-yl)-5H-chromeno[3,4-b]pyridin-3-yl]amino]-8-azabicyclo[3.2.1]octane-8-carboxylate